4-bromo-7-chlorobenzo-1,2,5-thiadiazole BrC1=CC=C(C=2C1=NSN2)Cl